1-phenyl-2-methyl-1H-1,2,4-triazole C1(=CC=CC=C1)N1N(CN=C1)C